tert-butyl ((5-bromo-8-(4-(trifluoromethyl)phenoxy)quinolin-6-yl)methyl)carbamate BrC1=C2C=CC=NC2=C(C=C1CNC(OC(C)(C)C)=O)OC1=CC=C(C=C1)C(F)(F)F